3-[2,3-Dicarboxy-5-[4-[4-[(E)-3-oxo-3-phenylprop-1-enyl]phenyl]phenoxy]phenyl]-5-[4-[4-[(E)-3-oxo-3-phenylprop-1-enyl]phenyl]phenoxy]phthalic acid C(=O)(O)C1=C(C=C(C=C1C(=O)O)OC1=CC=C(C=C1)C1=CC=C(C=C1)\C=C\C(C1=CC=CC=C1)=O)C1=C(C(C(=O)O)=CC(=C1)OC1=CC=C(C=C1)C1=CC=C(C=C1)\C=C\C(C1=CC=CC=C1)=O)C(=O)O